FC(CN1N=CC=2C1=NC(=CN2)N2CCC1(CCN(C1=O)C=1C=NC=CC1C(F)(F)F)CC2)F 8-(1-(2,2-difluoroethyl)-1H-pyrazolo[3,4-b]pyrazin-6-yl)-2-(4-(trifluoromethyl)pyridin-3-yl)-2,8-diazaspiro[4.5]decan-1-one